C(C)(C)(C)N1CC[C@H]([C@@H](CC1)CO)C1=CC=C(C=C1)C(=O)OC(C)(C)C tert-butyl-(4R,5R)-4-(4-(tert-butoxycarbonyl)phenyl)-5-(hydroxymethyl)azepane